9-(2-(4,4,5,5-tetramethyl-1,3,2-dioxaborolan-2-yl)phenyl)-9H-carbazole CC1(OB(OC1(C)C)C1=C(C=CC=C1)N1C2=CC=CC=C2C=2C=CC=CC12)C